4-(1-(3-((5-(isobutylamino)-1H-imidazo[4,5-b]pyridin-2-yl)amino)-4-methylbenzoyl)piperidin-4-yl)benzonitrile C(C(C)C)NC1=CC=C2C(=N1)N=C(N2)NC=2C=C(C(=O)N1CCC(CC1)C1=CC=C(C#N)C=C1)C=CC2C